C1(CC1)C1=NC=NC=C1C1=C(OC2=C(N=CN=N2)N2CC3(CN(C3)C(CCC(=O)OC)C(C)C)CC2)C=CC(=C1)F methyl 4-(6-(6-(2-(4-cyclopropylpyrimidin-5-yl)-4-fluorophenoxy)-1,2,4-triazin-5-yl)-2,6-diazaspiro[3.4]oct-2-yl)-5-methylhexanoate